CN1C2=C(C3=C1C(NN=C3)=O)CCNC2 5-methyl-4-oxo-4,5,6,7,8,9-hexahydro-3H-pyrido[4',3':4,5]pyrrolo[2,3-d]pyridazin